N1=CN=C2NC=NC2=C1C=1C(=NC=CC1)NC=1C=C(C=C(C1C)F)NC(C1=NC=CC(=C1)C(F)(F)F)=O N-(3-((3-(9H-purin-6-yl)pyridin-2-yl)amino)-5-fluoro-4-methylphenyl)-4-(trifluoromethyl)picolinamide